CC=1C=C(C2=C(CCO2)C1)NC(OC1=CC=CC=C1)=O phenyl (5-methyl-2,3-dihydrobenzofuran-7-yl)carbamate